(R)-4-(2-azidobut-2-yl)-1,6-dichloro-2,7-naphthyridine N(=[N+]=[N-])[C@](C)(CC)C1=CN=C(C2=CN=C(C=C12)Cl)Cl